(R,E)-3-(4-chlorophenyl)-N'-((4-chlorophenyl)sulfonyl)-4-phenyl-N-((R)-2-sulfamoylpropyl)-4,5-dihydro-1H-pyrazole-1-carboximidamide ClC1=CC=C(C=C1)C1=NN(C[C@H]1C1=CC=CC=C1)/C(/NC[C@@H](C)S(N)(=O)=O)=N/S(=O)(=O)C1=CC=C(C=C1)Cl